N-cyclooctyl-5,6-dimethyl-1H-pyrrolo[2,3-b]pyridine-2-carboxamide C1(CCCCCCC1)NC(=O)C1=CC=2C(=NC(=C(C2)C)C)N1